ClC(Cl)[SiH3] Dichloromethylsilan